BrC=1C=C(C2=C(N=C(O2)CCl)C1)C#N 5-Bromo-2-(chloromethyl)benzo[d]oxazole-7-carbonitrile